CC1=C(OC2=C(C1=O)C=C(C=C2[C@@H](C)NC2=C(C=CC=C2)S(=O)(=O)NOC)C)C2=CC=CC=C2 2-[[(1R)-1-(3,6-dimethyl-4-oxo-2-phenyl-benzopyran-8-yl)ethyl]amino]-N-methoxy-benzenesulfonamide